C(C)(C)O[Ti](O[Si](C)(C)C)(OC(C)C)OC(C)C triisopropoxy(trimethylsiloxy)titanium